OP(O)OP(O)O.C(C)(C)(C)C1=C(C(=CC(=C1)C)C(C)(C)C)C(O)(C(CO)(CO)CO)C1=C(C=C(C=C1C(C)(C)C)C)C(C)(C)C bis-(2,6-di-tert-butyl-4-methylphenyl)-pentaerythritol diphosphite